C1(CCCCC1)C/C=C/C1=CC(=C(C(=O)N)C(=C1)C)C 4-[(1E)-3-cyclohexylprop-1-en-1-yl]-2,6-dimethylbenzamide